5,6-dihydroimidazo[1,5-a]pyrazolo[5,1-c]pyrazine C=1N=CN2C1C=1N(CC2)N=CC1